(2S,3R)-3-(2,5-difluorophenyl)-3-hydroxy-2-methyl-4-(1H-1,2,4-triazole-1-yl)butyronitrile FC1=C(C=C(C=C1)F)[C@]([C@H](C#N)C)(CN1N=CN=C1)O